COC1=C(C=CC=C1)C1=CC(=NC=N1)NC1=CC2=C(C(CC(O2)=O)=CN2CCOCC2)C=C1 7-{[6-(2-methoxyphenyl)pyrimidin-4-yl]amino}-4-(morpholinomethylene)-2H-benzopyran-2-one